trans-3-(((4-((4-fluoro-2-methyl-1H-indol-5-yl)oxy)-6-methoxyquinazolin-7-yl)oxy)methyl)-N-methylcyclobutylamine FC1=C2C=C(NC2=CC=C1OC1=NC=NC2=CC(=C(C=C12)OC)OC[C@@H]1C[C@H](C1)NC)C